1-(6-(7-(but-3-en-1-yloxy)pyrazolo[1,5-a]pyridin-5-yl)-5-methoxypyrazin-2-yl)-N-ethylethan-1-amine C(CC=C)OC1=CC(=CC=2N1N=CC2)C2=C(N=CC(=N2)C(C)NCC)OC